COCOC1=C(C=CC=C1[Li])C1=CC=CC=C1 (methoxymethoxy)-[1,1'-biphenyl]-3-yl-lithium